[N+](=O)([O-])C1=CC=C(C=C1)OC(NC1=CC(=C(C=C1)C1=CN=C(S1)Br)S(NC(C)(C)C)(=O)=O)=O N-[4-(2-bromothiazol-5-yl)-3-(tert-butylsulfamoyl)phenyl]carbamic acid (4-nitrophenyl) ester